C1=CC=NC(=C1)NS(=O)(=O)C2=CC=C(C=C2)N=NC3=CC(=C(C=C3)O)C(=O)O The molecule is an azobenzene consisting of diphenyldiazene having a carboxy substituent at the 4-position, a hydroxy substituent at the 3-position and a 2-pyridylaminosulphonyl substituent at the 4'-position. It has a role as a non-steroidal anti-inflammatory drug, an antiinfective agent, a gastrointestinal drug, an EC 2.5.1.18 (glutathione transferase) inhibitor and a drug allergen. It is a sulfonamide, a member of pyridines and a member of azobenzenes. It derives from a sulfanilamide.